O=C1C[C@@H]2[C@]3(CCCC[C@@H]3CC[C@H]2[C@@H]2CC=C(CC)[C@@]12C)C 12-oxo-5α-pregna-16-ene